BrC1=CC(=CC(=C1)C(C)(C)C)Br 1,3-dibromo-5-(t-butyl)benzene